methyl-2-[1-cyclobutyl-6-(2-oxopyrrolidin-1-yl)-1H-1,3-benzodiazol-2-yl]-5-hydroxy-1-methyl-N-(1,2-oxazol-4-yl)-6-oxo-1,6-dihydropyrimidine-4-carboxamide CN(C(=O)C=1N=C(N(C(C1O)=O)C)C1=NC2=C(N1C1CCC1)C=C(C=C2)N2C(CCC2)=O)C=2C=NOC2